N-[6-(5-chloro-1,3-benzoxazol-2-yl)spiro[3.3]heptan-2-yl]-5-(trifluoromethyl)furan-2-carboxamide ClC=1C=CC2=C(N=C(O2)C2CC3(CC(C3)NC(=O)C=3OC(=CC3)C(F)(F)F)C2)C1